FC1=C(N=C(C2=C1N=C(N=C2)S(=O)C)N2[C@H](CC2)C)C2=CC(=CC1=CC=C(C(=C21)C#C[Si](C(C)C)(C(C)C)C(C)C)F)OCOC 8-fluoro-7-(7-fluoro-3-(methoxymethoxy)-8-((triisopropylsilyl)ethynyl)naphthalen-1-yl)-5-((S)-2-methyl-azetidin-1-yl)-2-(methylsulfinyl)pyrido[4,3-d]pyrimidine